BrC1=CC2=C(N(CCN(C2)C(=O)OC(C)(C)C)C)C=C1 tert-Butyl 7-bromo-1-methyl-1,2,3,5-tetrahydro-4H-benzo[e][1,4]diazepine-4-carboxylate